Tert-butyl (3R,4R)-4-(((7-((tert-butoxycarbonyl) (naphthalen-1-ylmethyl) amino)-3-isopropylpyrazolo[1,5-a]pyrimidin-5-yl) amino) methyl)-3-hydroxypiperidine-1-carboxylate C(C)(C)(C)OC(=O)N(C1=CC(=NC=2N1N=CC2C(C)C)NC[C@@H]2[C@H](CN(CC2)C(=O)OC(C)(C)C)O)CC2=CC=CC1=CC=CC=C21